CNCCS(=O)(=O)O METHYLTAURINE